C(\C=C\C(=O)[O-])(=O)OC(C)(C)C1CCC(CC1)C (4-methylcyclohexyl)isopropyl fumarate